FC(C(=O)O)(F)F.ClC1=C(C=CC=C1[C@]1(NC(N(C(C1)=O)[C@H]1C[C@H](OCC1)C)=N)C)NC(C1=C(C=C(C=C1)F)C(F)(F)F)=O |o1:21,23| N-(2-Chloro-3-{(4S)-2-imino-4-methyl-1-[(2R*,4R*)-2-methyl-tetrahydropyran-4-yl]-6-oxo-hexahydropyrimidin-4-yl}phenyl)-4-fluoro-2-(trifluoromethyl)-benzamide trifluoroacetic acid salt